ClC1=NN(N=C1)C=1C=C(C=CC1C(F)(F)F)N=C(C1=CC=CC=C1)C1=CC=CC=C1 N-(3-(4-chloro-2H-1,2,3-triazol-2-yl)-4-(trifluoromethyl)phenyl)-1,1-diphenylmethanimine